tert-Butyl (2-oxo-2-(pyridin-4-yl)ethyl)carbamate O=C(CNC(OC(C)(C)C)=O)C1=CC=NC=C1